FC=1C=C2CCN(CC2=CC1N)C 6-fluoro-2-methyl-3,4-dihydro-1H-isoquinolin-7-amine